3-(4-(pentyloxy)cyclohexyl)propionic acid C(CCCC)OC1CCC(CC1)CCC(=O)O